2'-amino-N,N-dimethyl-5'-(3-((2-(trimethylsilyl)ethoxy)methyl)-3H-imidazo[4,5-b]pyridin-7-yl)-[2,3'-bipyridine]-5-carboxamide NC1=NC=C(C=C1C1=NC=C(C=C1)C(=O)N(C)C)C1=C2C(=NC=C1)N(C=N2)COCC[Si](C)(C)C